CC1(C2C3C4C=CC(C3C(C1)C2)C4)C(=O)OCCC 8-methyl-8-n-propyloxycarbonyltetracyclo[4.4.0.12,5.17,10]-3-dodecene